2,3,5,6-tetrakis(11H-benzo[a]carbazol-11-yl)-4-(2,6-dimethylpyridin-3-yl)benzonitrile C1=CC=CC=2C1=C1N(C3=CC=CC=C3C1=CC2)C2=C(C#N)C(=C(C(=C2N2C1=CC=CC=C1C1=CC=C3C(=C21)C=CC=C3)C=3C(=NC(=CC3)C)C)N3C2=CC=CC=C2C2=CC=C1C(=C32)C=CC=C1)N1C3=CC=CC=C3C3=CC=C2C(=C13)C=CC=C2